C(C1=CC=CC=C1)OC(=O)N1CCC(=CC1C1=CC=C(C=C1)C(=O)OC)C=1N=NC=CC1 6-(4-(methoxycarbonyl)phenyl)-4-(pyridazin-3-yl)-3,6-dihydropyridine-1(2H)-carboxylic acid benzyl ester